N-(4-amino-1,3-dihydrofurano[3,4-c]pyridin-7-yl)-2-(2-(benzo[d]thiazol-5-yl)-5-methylpiperidin-1-yl)-2-oxoacetamide NC1=NC=C(C2=C1COC2)NC(C(=O)N2C(CCC(C2)C)C=2C=CC1=C(N=CS1)C2)=O